3-(4-bromobutoxy)quinoline BrCCCCOC=1C=NC2=CC=CC=C2C1